COC([C@@H](N(C(=O)[C@@H]1CN(CC1)C(=O)C1[N@@](C1)C(C1=CC=CC=C1)(C1=CC=CC=C1)C1=CC=CC=C1)C)C(C)C)=O N-methyl-N-((S)-1-((R)-1-trityl-aziridine-2-carbonyl)pyrrolidine-3-carbonyl)-L-valine methyl ester